ethyl 6-chloro-8-fluoro-[1,2,4]triazolo[1,5-a]pyridine-2-carboxylate ClC=1C=C(C=2N(C1)N=C(N2)C(=O)OCC)F